1-(5-chloro-7-methyl-1H-indol-3-yl)-2-(4-fluoro-2-methoxyphenyl)-2-((3-(2-hydroxyethoxy)-5-methoxyphenyl)amino)ethanone ClC=1C=C2C(=CNC2=C(C1)C)C(C(NC1=CC(=CC(=C1)OC)OCCO)C1=C(C=C(C=C1)F)OC)=O